C(C)(C)(C)OC(NC1=NC(=C(C=C1)Br)CN(C)C)=O (5-bromo-6-((dimethylamino)methyl)pyridin-2-yl)carbamic acid tert-butyl ester